ClC1=CC=C(C(=N1)C(=O)O)N[C@H](C)C1=C2N=C(C(=NC2=CC(=C1)C)C#N)N1CC(C1)C1=CC=CC=C1 (R)-6-chloro-3-((1-(2-cyano-7-methyl-3-(3-phenylazetidin-1-yl)quinoxalin-5-yl)ethyl)amino)picolinic acid